4-((8-fluoro-3-(phenylsulfonyl)-7-(o-tolyl)pyrrolo[3,2-e]indazol-6(3H)-yl)methyl)phenethyl 4-methylbenzenesulfonate CC1=CC=C(C=C1)S(=O)(=O)OCCC1=CC=C(C=C1)CN1C(=C(C=2C=3C=NN(C3C=CC21)S(=O)(=O)C2=CC=CC=C2)F)C2=C(C=CC=C2)C